FC1=CC=CC=2NC(CCCC21)=O 6-fluoro-1,3,4,5-tetrahydro-2H-benzo[b]azepin-2-one